NC1=NC=CC(=C1F)CC=1C(=C(C(=C(C(=O)NCCC#C)C1)NC1=C(C=C(C=C1)I)F)F)F 5-((2-amino-3-fluoropyridin-4-yl)methyl)-N-(but-3-yn-1-yl)-3,4-difluoro-2-((2-fluoro-4-iodophenyl)amino)benzamide